C(#N)N1CC=2N(N=C(C2C1)CNC(C)=O)C1=CC=CC=C1 N-((5-cyano-1-phenyl-1,4,5,6-tetrahydropyrrolo[3,4-c]pyrazol-3-yl)methyl)acetamide